(E)-N-hydroxy-3-(2-(4-((4-isopropyl-phenyl)sulfonamido)piperidin-1-yl)phenyl)acrylamide ONC(\C=C\C1=C(C=CC=C1)N1CCC(CC1)NS(=O)(=O)C1=CC=C(C=C1)C(C)C)=O